5-[5-(tert-Butoxycarbonylamino)-6-chloro-2-pyridinyl]-3-methyl-triazole-4-carboxylic acid C(C)(C)(C)OC(=O)NC=1C=CC(=NC1Cl)C1=C(N(N=N1)C)C(=O)O